FC1=C(C=C(C=C1)F)[C@@H]1N(CCC1)C1=NC=2N(C=C1)N=CC2C(=O)NCCCCCOCC=O 5-[(2R)-2-(2,5-difluorophenyl)pyrrolidin-1-yl]-N-[5-(2-oxoethoxy)pentyl]pyrazolo[1,5-a]pyrimidine-3-carboxamide